FC(C=1N=C2N(C(=CC=C2)NC2CCC(CC2)NC(=O)C2=CC=3C(=NC=CC3)N2)C1)(F)F N-[(1s,4s)-4-{[2-(trifluoromethyl)imidazo[1,2-a]pyridin-5-yl]amino}cyclohexyl]-1H-pyrrolo[2,3-b]pyridine-2-carboxamide